2-propylthio-5-aminopyrimidine C(CC)SC1=NC=C(C=N1)N